tetradecyl heptadecasiloxane Methyl 2-(2-(2-(4-(6-bromohexanamido)phenyl) thiazole-4-carboxamido)acrylamido)acrylate BrCCCCCC(=O)NC1=CC=C(C=C1)C=1SC=C(N1)C(=O)NC(C(=O)NC(C(=O)OC)=C)=C.C(CCCCCCCCCCCCC)[SiH2]O[SiH2]O[SiH2]O[SiH2]O[SiH2]O[SiH2]O[SiH2]O[SiH2]O[SiH2]O[SiH2]O[SiH2]O[SiH2]O[SiH2]O[SiH2]O[SiH2]O[SiH2]O[SiH3]